4-(4-(5-(2-cyclopropylethynyl)-3,3-dimethyl-1H,2H,3H-pyrrolo[3,2-b]pyridin-1-yl)-1,3,5-triazin-2-yl)-N1-(2-(dimethylamino)ethyl)-5-methoxy-N1-methyl-2-nitrobenzene-1,4-diamine C1(CC1)C#CC1=CC=C2C(=N1)C(CN2C2=NC(=NC=N2)C2(CC(=C(C=C2OC)N(C)CCN(C)C)[N+](=O)[O-])N)(C)C